ClC1=CC=C(C=C1)[C@@H](C(C)C)N1C[C@@H](N(C[C@H]1C)C1=CC=2N(C3=C1N=C(N3C[C@H]3OCCC3)C)C=NN2)C 4-((2S,5R)-4-((R)-1-(4-chlorophenyl)-2-methylpropyl)-2,5-dimethylpiperazin-1-yl)-2-methyl-1-(((S)-tetrahydrofuran-2-yl)methyl)-1H-imidazo[4,5-e][1,2,4]triazolo[4,3-a]pyridine